2-(3,3-difluoropropyl)pyridine-2,5-diamine FC(CCC1(NC=C(C=C1)N)N)F